C[C@H]1N(CCOC1)C=1C=C(C=2N(N1)C(=NC2)C=2NC=CC2)C2=CC=NN2C (R)-3-methyl-4-(4-(1-methyl-1H-pyrazol-5-yl)-7-(1H-pyrrol-2-yl)imidazo[1,5-b]pyridazin-2-yl)morpholine